FCC(C(CC(=O)[O-])NC(=O)OC(C)(C)C)=O 5-fluoro-3-[(2-methylpropan-2-yl) oxycarbonylamino]-4-oxopentanoate